COC1=CC=C2C(=NC=NC2=C1)O[C@@H]1CC[C@H](CC1)N1C(N(CC1=O)C1=CC(=CC=C1)C(F)(F)F)=O 3-{trans-4-[(7-methoxy-4-quinazolinyl)oxy]cyclohexyl}-1-[3-(trifluoromethyl)phenyl]-2,4-imidazolidinedione